C(CCC)C1=C(C(=NN1C(C)C)CC(C)C)O Butyl-3-isobutyl-4-hydroxy-1-isopropyl-pyrazol